pentaerythritol bis(benzyl phosphonate) C(C1=CC=CC=C1)P(O)(O)=O.C(C1=CC=CC=C1)P(O)(O)=O.OCC(CO)(CO)CO